C(C)(=O)SCCSCC 1-acetylthio-2-(ethylthio)ethane